C1C2=CN=C(N2C3=C(C=C(C=C3)Cl)C(=N1)C4=CC=CC=C4F)CO[C@H]5[C@@H]([C@H]([C@@H]([C@H](O5)C(=O)O)O)O)O The molecule is a beta-D-glucosiduronic acid that is beta-D-glucuronic acid in which the anomeric hydroxyl hydrogen has been replaced by a 8-chloro-6-(2-fluorophenyl)-1-methyl-4H-imidazo[1,5-a][1,4]benzodiazepin-4-yl group. It is the glucuronidated conjugate of the midazolam metabolite, 1-hydroxymidazolam. It has a role as a drug metabolite, a human urinary metabolite and a human blood serum metabolite. It is a beta-D-glucosiduronic acid, a monosaccharide derivative, an imidazobenzodiazepine, a member of monofluorobenzenes and an organochlorine compound. It derives from a 1-hydroxymidazolam.